BrC1=CC=C(C=C1C)Br 1,4-dibromo-6-methylbenzene